C(C1=CN=CC=C1)(=O)OC1=C(C(=CC(=C1)Br)C=NC1=CC=C(C=C1)Cl)O 5-bromo-3-((4-chloro-phenylimino)methyl)-2-hydroxyphenyl nicotinate